(3-chloro-5-(trifluoromethyl)pyridin-2-yl)-6-fluoro-5-nitrobenzothiazol-2(3H)-one ClC=1C(=NC=C(C1)C(F)(F)F)N1C(SC2=C1C=C(C(=C2)F)[N+](=O)[O-])=O